BrC1=CC=C(C=C1)[C@@]12CN(C[C@H]2C1)C (1R,5S)-1-(4-bromophenyl)-3-methyl-3-azabicyclo[3.1.0]hexan